(S)-2-((4-(6-((1-ethyl-1H-indazol-6-yl)methoxy)pyridin-2-yl)piperidin-1-yl) Methyl)-1-(oxetan-2-ylmethyl)-1H-benzo[d]imidazole-6-carboxylate C(C)N1N=CC2=CC=C(C=C12)COC1=CC=CC(=N1)C1CCN(CC1)CC1=NC2=C(N1C[C@H]1OCC1)C=C(C=C2)C(=O)[O-]